O=C1N(CCC(N1)=O)C1=CC2=C(N=C(O2)N2CCN(CC2)C(=O)OC(C)(C)C)C=C1 tert-Butyl 4-(6-(2,4-dioxotetrahydropyrimidin-1(2H)-yl)benzo[d]oxazol-2-yl)piperazine-1-carboxylate